4-chloro-1-[5-(difluoromethyl)-1,3,4-thiadiazol-2-yl]indazole-6-sulfonyl chloride ClC1=C2C=NN(C2=CC(=C1)S(=O)(=O)Cl)C=1SC(=NN1)C(F)F